3-tert-Butyl-[1,2,4]oxadiazole-5-carboxylic acid {(R)-6-[2-(1-isopropyl-3-methyl-1H-pyrazol-4-yl)-3H-imidazo[4,5-b]pyridin-7-yl]-1,2,3,4-tetrahydro-naphthalen-1-yl}-amide C(C)(C)N1N=C(C(=C1)C1=NC=2C(=NC=CC2C=2C=C3CCC[C@H](C3=CC2)NC(=O)C2=NC(=NO2)C(C)(C)C)N1)C